ClC1=NN2C(C(=N1)NC1CCCC1)=CC=C2 2-Chloro-4-(cyclopentylamino)pyrrolo[2,1-f][1,2,4]triazine